N[C@H](C(=O)O)CCCCC(=O)O L-2-aminopimelic acid